C(C)(C)OC=1C=C2C(=NN(C2=CC1)COCC[Si](C)(C)C)C1=CC(=NC=N1)N1C[C@@H](N(CC1)CCN1CCN(CC1)C(=O)OC(C)(C)C)C tert-butyl 4-[2-[(2S)-4-[6-[5-isopropoxy-1-(2-trimethylsilylethoxymethyl) indazol-3-yl]pyrimidin-4-yl]-2-methyl-piperazin-1-yl]ethyl]piperazine-1-carboxylate